OC(C1CCC2(CCNCC2)CC1)C1=CC=NC=C1 9-(hydroxy(pyridin-4-yl)methyl)-3-azaspiro[5.5]undecan